C(C)OC(C(CP(=O)(CC(C(=O)OCC)CC1=CC=CC=C1)OC12CC3CC(CC(C1)C3)C2)CC2=CC=CC=C2)=O 3-((Adamantan-1-yloxy)(2-benzyl-3-ethoxy-3-oxopropyl)phosphoryl)-2-benzylpropionic acid ethyl ester